N-(cyclobutylmethyl)-1-[6-[[4-(1H-indazol-4-yl)triazol-1-yl]methyl]-1H-pyrrolo[3,2-b]pyridin-2-yl]methylamine C1(CCC1)CNCC1=CC2=NC=C(C=C2N1)CN1N=NC(=C1)C1=C2C=NNC2=CC=C1